3-fluoro-[2,4'-bipyridyl]-3'-amine FC=1C(=NC=CC1)C1=C(C=NC=C1)N